[Cl-].[Cl-].C(C(C)C)[SiH2][Zr+2](C1C(=CC2=CC=CC=C12)C1=CC=CC=C1)C1C(=CC2=CC=CC=C12)C1=CC=CC=C1 isobutylsilyl-bis(phenylindenyl)zirconium dichloride